3-(4-{[3-(difluoromethoxy)phenyl]sulfamoyl}phenyl)-1-(pyridin-3-ylmethyl)urea FC(OC=1C=C(C=CC1)NS(=O)(=O)C1=CC=C(C=C1)NC(NCC=1C=NC=CC1)=O)F